O=C1NC(CCC1N1C(C2=CC=CC(=C2C1)/N=N/C1=CC(=C(OCC(=O)NCCCCCCNC(OC(C)(C)C)=O)C(=C1)OC)OC)=O)=O tert-butyl (E)-(6-(2-(4-((2-(2,6-dioxopiperidin-3-yl)-1-oxoisoindolin-4-yl)diazenyl)-2,6-dimethoxyphenoxy)acetamido)hexyl)carbamate